N2-(7-azabicyclo[2.2.1]heptan-2-yl)-N4,5,7-trimethylpyrido[2,3-d]pyrimidine-2,4-diamine C12C(CC(CC1)N2)NC=2N=C(C1=C(N2)N=C(C=C1C)C)NC